C1(=CC=CC=C1)C1=NC(=NC2=CC=CC=C12)N1C2=CC=CC=C2C=2C3=C(C4=C(C12)C1=C(S4)C=CC=C1)C=NC=C3 14-(4-phenylquinazolin-2-yl)-14H-benzo[4,5]thieno[3,2-a]pyrido[3,4-c]-carbazole